O=C1NC(CCC1N1C(C2=CC=CC(=C2C1)NC(CC)=O)=O)=O N-(2-(2,6-dioxopiperidin-3-yl)-1-oxoisoindolin-4-yl)propanamide